Cl.FC=1C=C(C=CC1)NC1N(C(=NC(=N1)N)N1CCCC1)C1=CC=CC=C1 N-(3-Fluorophenyl)-N1-phenyl-6-pyrrolidin-1-yl-[1,3,5]triazine-2,4-diamine hydrochloride